O=C1N(CCC(N1)=O)C1=NN(C2=CC(=C(C=C12)F)C1CC(C(CC1)C1NCC12CC(C2)C2=NC1=CC=CC=C1C(N2)=O)F)C 2-[(4-[3-(2,4-dioxohexahydropyrimidin-1-yl)-5-fluoro-1-methyl-indazol-6-yl]-2-fluoro-cyclohexyl)-2-azaspiro[3.3]heptan-6-yl]-4-oxo-quinazoline